4-(azidomethyl)-4-fluoropiperidine-1-carboxylic acid benzyl ester C(C1=CC=CC=C1)OC(=O)N1CCC(CC1)(F)CN=[N+]=[N-]